N-(4-hydroxy-3-(methylsulfonyl)phenyl)-4-((4-(trifluoromethoxy)phenoxy)methyl)benzamide OC1=C(C=C(C=C1)NC(C1=CC=C(C=C1)COC1=CC=C(C=C1)OC(F)(F)F)=O)S(=O)(=O)C